Methyl (S)-4-amino-3-bromo-5-((oxetan-2-ylmethyl)amino)benzoate NC1=C(C=C(C(=O)OC)C=C1NC[C@H]1OCC1)Br